CN(C(=O)C1=C(OCCNC(OCC2=CC=CC=C2)=O)C=CC=C1)C benzyl (2-(2-(dimethylcarbamoyl)phenoxy)ethyl)carbamate